C(CC)C1CCC(CC1)C1=CC=C(C=C1)O 4-(4-propylcyclohexyl)phenol